COC=1C=C(C=CC1)N(CC#CC1=CC=CC=C1)C(=S)F (3-methoxyphenyl)(3-phenylprop-2-yn-1-yl)aminothioformylfluoride